The molecule is a member of the class of benzazepines that is 7,8-dimethoxy-1,3,4,5-tetrahydro-3-benzazepin-2-one in which the amide hydrogen is replaced by a [{[(7S)-3,4-dimethoxybicyclo[4.2.0]octa-1,3,5-trien-7-yl]methyl}(methyl)amino]propyl} group. Used (as its hydrochloride salt) to treat patients with angina who have intolerance to beta blockers and/or heart failure. It has a role as a cardiotonic drug. It is a benzazepine, a tertiary amino compound, a carbobicyclic compound and an aromatic ether. It is a conjugate base of an ivabradine(1+). CN(CCCN1CCC2=CC(=C(C=C2CC1=O)OC)OC)C[C@H]3CC4=CC(=C(C=C34)OC)OC